[5-[2-[5-(2-butyl octanoyloxy) pentanoyloxymethyl]-3-hydroxy-2-(hydroxymethyl)propoxy]-5-oxo-pentyl] 2-butyloctanoate C(CCC)C(C(=O)OCCCCC(=O)OCC(CO)(CO)COC(CCCCOC(C(CCCCCC)CCCC)=O)=O)CCCCCC